C1CCCN2CCC(CC12)=O quinolizidine-8-one